tert-butyl 4-(6-acetamido-4-(3'-chloro-2-hydroxy-4'-(3-methyl-2-oxoimidazolidin-1-yl)-[1,1'-biphenyl]-3-yl)pyridin-2-yl)piperazine-1-carboxylate C(C)(=O)NC1=CC(=CC(=N1)N1CCN(CC1)C(=O)OC(C)(C)C)C=1C(=C(C=CC1)C1=CC(=C(C=C1)N1C(N(CC1)C)=O)Cl)O